2-(5-(ethylsulfonyl)-6-(2-(trifluoromethyl)pyrazolo[1,5-a]pyrimidin-5-yl)pyridin-3-yl)-1,1,1-trifluoropropan-2-ol C(C)S(=O)(=O)C=1C=C(C=NC1C1=NC=2N(C=C1)N=C(C2)C(F)(F)F)C(C(F)(F)F)(C)O